(4-(quinazolin-4-yl)piperazin-1-yl)(1-tosylpiperidin-3-yl)methanone N1=CN=C(C2=CC=CC=C12)N1CCN(CC1)C(=O)C1CN(CCC1)S(=O)(=O)C1=CC=C(C)C=C1